OCCNCC1=C(C=C(C=C1)OCC1=C(C(=CC=C1)C1=CC(=C(C=C1)OC)OC)Br)OCC1=CC(=CC=C1)C#N N-hydroxylethyl-4-(2-bromo-3-(3,4-dimethoxyphenyl)benzyloxy)-2-(3-cyanobenzyloxy)benzylamine